C(C(C(=O)N)CCCCCCCCCCCCCC(C)C)C(C(=O)N)CCCCCCCCCCCCCC(C)C methylenebisisostearamide